ClC1=CC=2C3=C(N(C(N(C3=C1)CC1=CC=C(C=C1)OC)=O)CC)N=CN2 8-chloro-3-ethyl-1-(4-methoxybenzyl)-1H-pyrimido[4,5,6-de]quinazolin-2(3H)-one